N-[[2-(5-methoxy-2-pyridinyl)-3-methyl-1H-indol-5-yl]methyl]-4-methyl-pyrimidine-5-carboxamide COC=1C=CC(=NC1)C=1NC2=CC=C(C=C2C1C)CNC(=O)C=1C(=NC=NC1)C